methylolcholane C(O)CCC[C@@H](C)[C@H]1CC[C@H]2[C@@H]3CCC4CCCC[C@]4(C)[C@H]3CC[C@]12C